N-{[2-(benzyloxy)-1-naphthyl]methyl}-N-[3-(4-morpholinyl)propyl]amine C(C1=CC=CC=C1)OC1=C(C2=CC=CC=C2C=C1)CNCCCN1CCOCC1